NC1=NN2C(C=C(C=C2)C=2C(=C(C(=C(C(=O)NCC(C(O)C3=CC=C(C=C3)F)(F)F)C2)C)F)F)=N1 (2-amino-[1,2,4]triazolo[1,5-a]pyridin-7-yl)-N-(2,2-difluoro-3-(4-fluorophenyl)-3-hydroxypropyl)-3,4-difluoro-2-methylbenzamide